tert-butyl 4-(2,2-dimethyl-3-((3-(trifluoromethyl) pyridin-2-yl) oxy) propionamido)-3-phenylpiperidine-1-carboxylate CC(C(=O)NC1C(CN(CC1)C(=O)OC(C)(C)C)C1=CC=CC=C1)(COC1=NC=CC=C1C(F)(F)F)C